5-((tert-butyldimethylsilyl)oxy)piperidin-2-one [Si](C)(C)(C(C)(C)C)OC1CCC(NC1)=O